6-((2-(4-aminophenyl)-1-oxo-1,2,3,4-tetrahydroisoquinolin-7-yl)sulfonyl)-4-((3-methoxyphenyl)amino)-8-methylquinoline-3-carboxamide NC1=CC=C(C=C1)N1C(C2=CC(=CC=C2CC1)S(=O)(=O)C=1C=C2C(=C(C=NC2=C(C1)C)C(=O)N)NC1=CC(=CC=C1)OC)=O